styrene-aconitic acid C(=CC1=CC=CC=C1)C(C(=CC(=O)O)C(=O)O)C(=O)O